C(#N)C1=CC=C(N=N1)N1CC([C@@H](CC1)NC1=C(C=NC=2N1N=C(C2)C=2C=NC(=CC2)OCC)C(=O)N)(C)C (R)-7-((1-(6-cyanopyridazin-3-yl)-3,3-dimethylpiperidin-4-yl)amino)-2-(6-ethoxypyridin-3-yl)pyrazolo[1,5-a]pyrimidine-6-carboxamide